3,4-di-neopentylpyrrole C(C(C)(C)C)C1=CNC=C1CC(C)(C)C